N-((R)-1-(3-(5-((((1S,3R)-3-hydroxycyclopentyl)amino)methyl)thiophen-2-yl)phenyl)ethyl)-2-methyl-5-(piperidin-4-yloxy)benzamide O[C@H]1C[C@H](CC1)NCC1=CC=C(S1)C=1C=C(C=CC1)[C@@H](C)NC(C1=C(C=CC(=C1)OC1CCNCC1)C)=O